(4-{5-amino-6-[1-(2,6-dichloro-3-fluoro-phenyl)-ethoxy]-pyrazin-2-yl}-phenyl)-(4-cyclopropylamino-piperidin-1-yl)-methanone NC=1N=CC(=NC1OC(C)C1=C(C(=CC=C1Cl)F)Cl)C1=CC=C(C=C1)C(=O)N1CCC(CC1)NC1CC1